CS(=O)(=O)C[C@@H]1[C@H](N(C1)C=1C=CC=C2C=C(N=CC12)N(C=1C=NC(=NC1)N1CC(C(CC1)O)C)C(F)(F)F)C {8-[(2R,3S)-3-(methanesulfonylmeth-yl)-2-methylazetidin-1-yl]-5-(trifluoromethyl(isoquinolin-3-yl)amino)pyrimidin-2-yl}-3-methylpiperidin-4-ol